NC1=CC=C(C=N1)N1CCNCC1 4-(6-amino-3-pyridyl)piperazine